COC=1C=C(C2=COC3=CC(=CC=C3C2=O)OC)C=CC1OC 3',4',7-trimethoxyisoflavone